OC1=C(C=CC=C1)C1=CC2=C(N=N1)C=C(C(=N2)C)N2CC1(CN(C1)C(=O)OC(C)(C)C)C2 tert-butyl 6-[3-(2-hydroxyphenyl)-6-methylpyrido[3,2-c]pyridazin-7-yl]-2,6-diazaspiro[3.3]heptane-2-carboxylate